5-fluoro-6-((S)-1-hydroxy-2-((3as,5S,6ar)-3a-hydroxy-5-phenoxyhexahydrocyclopenta[c]pyrrol-2(1H)-yl)ethyl)-1,4-dihydro-2H-benzo[d][1,3]oxazin-2-one FC1=C(C=CC=2NC(OCC21)=O)[C@@H](CN2C[C@@H]1[C@](C2)(C[C@H](C1)OC1=CC=CC=C1)O)O